1-cyclohexyl-3-(imidazo[1,5-a]pyridin-5-yl)urea C1(CCCCC1)NC(=O)NC1=CC=CC=2N1C=NC2